[4-[[2-methylsulfonyl-4-(trifluoromethoxy)phenoxy]methyl]-1-piperidinyl]-[(3S)-3-(4H-1,2,4-triazol-3-yl)pyrrolidin-1-yl]methanone CS(=O)(=O)C1=C(OCC2CCN(CC2)C(=O)N2C[C@H](CC2)C2=NN=CN2)C=CC(=C1)OC(F)(F)F